rubidium difluorosulfimide FS(=N)F.[Rb]